NC=1C=C(OC2=C(C(=O)OC)C=C(C=C2)[N+](=O)[O-])C=CC1F methyl 2-(3-amino-4-fluorophenoxy)-5-nitrobenzoate